6-chloro-2-isopropyl-3-(4,4,5,5-tetramethyl-1,3,2-dioxaborolan-2-yl)pyridine ClC1=CC=C(C(=N1)C(C)C)B1OC(C(O1)(C)C)(C)C